OC(CN1N=CC2=C(C(=CC=C12)C1=C2C=C(N=CC2=CC=N1)NC=1C=C(C(=NC1)O)N1CCN(CC1)CCO)C)(C)C 5-((5-(1-(2-hydroxy-2-methylpropyl)-4-methyl-1H-indazol-5-yl)-2,6-naphthyridin-3-yl)amino)-3-(4-(2-hydroxyethyl)piperazin-1-yl)pyridin-2-ol